O=C1NC(CCC1NC(=O)C1C(OCC1)CC)=O N-(2,6-dioxo-3-piperidinyl)-2-ethyltetrahydro-3-furancarboxamide